C1(CCCCC1)CCN[SiH](F)F cyclohexylethylaminodifluorosilane